The molecule is an angelica lactone and a butenolide. It derives from a but-2-en-4-olide. It is a tautomer of an alpha-angelica lactone. CC1C=CC(=O)O1